[Mo].[N].[N] dinitrogen molybdenum